(R)-2-(4-(4-fluoro-3-isopropyl-2-(8-methoxy-[1,2,4]triazolo[1,5-a]pyridin-6-yl)-1H-pyrrolo[2,3-c]pyridin-5-yl)-3-methylpiperazin-1-yl)-N-methylacetamide FC1=C2C(=CN=C1N1[C@@H](CN(CC1)CC(=O)NC)C)NC(=C2C(C)C)C=2C=C(C=1N(C2)N=CN1)OC